C(C1=CC=CC=C1)N1C(=NC2=C1C=CC=C2)NCC=2C=CC=1N(C3=CC=CC=C3C1C2)CC 1-benzyl-N-((9-ethyl-9H-carbazol-3-yl)methyl)-1H-benzo[d]imidazol-2-amine